1-fluoro-1-propene-1,3-Sultone FC1=CCOS1(=O)=O